N-(3-(2-((2,6-difluoro-4-(4-methylpiperazin-1-yl)phenyl)amino)quinazolin-8-yl)phenyl)acrylamide eugenolate C1(=C(O)C(=CC(CC=C)=C1)C(=O)O)OC.FC1=C(C(=CC(=C1)N1CCN(CC1)C)F)NC1=NC2=C(C=CC=C2C=N1)C=1C=C(C=CC1)NC(C=C)=O